(3R)-1-(pyridin-3-ylmethyl)pyrrolidine-3-carboxylic acid methyl ester COC(=O)[C@H]1CN(CC1)CC=1C=NC=CC1